BrC1=C(C=NS(=O)(=O)C2=CC=C(C=C2)C)C=CC=C1 N-(2-bromobenzylidene)-4-methylbenzenesulfonamide